4-chloro-1,8-diazatetracyclo[7.7.0.02,7.010,15]hexadeca-2,4,6,8,10,12,14-heptaen-16-one ClC=1C=C2N3C(C4=CC=CC=C4C3=NC2=CC1)=O